FC(C(=O)O)(F)F.C(C)(=O)N[C@@H](CCCCN)C(=O)N[C@@H](CSCC(=O)N([C@H](C(C)(C)C)C=1N(C=C(C1)C1=C(C=CC(=C1)F)F)CC1=CC=CC=C1)CCCN)C(=O)O N2-acetyl-L-lysyl-S-{2-[(3-aminopropyl){(1R)-1-[1-benzyl-4-(2,5-difluorophenyl)-1H-pyrrol-2-yl]-2,2-dimethylpropyl}amino]-2-oxoethyl}-L-cysteine trifluoroacetate